BrC=1C=CC2=C(C=C(O2)C)C1 5-bromo-2-methylbenzofuran